BrC1=CC=C(C(=O)NCCCCCCCC(=O)O)C=C1 8-[N-(4-bromobenzoyl)]aminocaprylic acid